(2-(6-(2-ethyl-5-fluoro-4-hydroxyphenyl)-1H-indazol-3-yl)pyrrolo[3,4-d]imidazol-5(1H,4H,6H)-yl)(pyridazin-4-yl)methanone C(C)C1=C(C=C(C(=C1)O)F)C1=CC=C2C(=NNC2=C1)C1=NC2=C(N1)CN(C2)C(=O)C2=CN=NC=C2